2-((1R,5S)-3-(8-fluoro-7-(3-hydroxynaphthalen-1-yl)-2-(((S)-1-methylpyrrolidin-2-yl)methoxy)quinazolin-4-yl)-3,8-diazabicyclo[3.2.1]octan-8-yl)-1-morpholinoethan-1-one FC=1C(=CC=C2C(=NC(=NC12)OC[C@H]1N(CCC1)C)N1C[C@H]2CC[C@@H](C1)N2CC(=O)N2CCOCC2)C2=CC(=CC1=CC=CC=C21)O